C1(CC2C(CC1)O2)[Si](OCC)(C)C (3,4-epoxycyclohexyl)dimethylethoxysilane